CN1CCC2(CC1)CC(C1=CC=C(C=C12)C1=CNC2=NC=C(C=C21)C(=O)N2CC=1N(CC2)C=C(N1)C)=O 1'-methyl-6-(5-(2-methyl-5,6,7,8-tetrahydroimidazo[1,2-a]pyrazine-7-carbonyl)-1H-pyrrolo[2,3-b]pyridin-3-yl)spiro[indene-1,4'-piperidin]-3(2H)-one